FC(C1=CCN2CCCCC2=C1)(F)F tetrahydro-8-trifluoromethylquinolizine